(E)-2-butenoic acid (Z)-3-hexenyl ester C(C\C=C/CC)OC(\C=C\C)=O